(R)-(1-(4-(3-methylmorpholino)-7-(pyridin-4-yl)thieno[3,2-d]pyrimidin-2-yl)-1H-benzo[d]imidazol-2-yl)methanol C[C@@H]1COCCN1C=1C2=C(N=C(N1)N1C(=NC3=C1C=CC=C3)CO)C(=CS2)C2=CC=NC=C2